Bis(4-hydroxyphenyl) thioether OC1=CC=C(C=C1)SC1=CC=C(C=C1)O